N=1C=NN2C=NC(=CC21)OC2=C(C=C(C=C2)NC2=NC=NC1=CC=C(C(=C21)N2CC1(C2)N(CC(C1)(F)F)C)OC(F)F)C N-(4-([1,2,4]triazolo[1,5-c]pyrimidin-7-yloxy)-3-methylphenyl)-5-(7,7-difluoro-5-methyl-2,5-diazaspiro[3.4]octan-2-yl)-6-(difluoromethoxy)quinazolin-4-amine